ClC1=C(C2=C(N=N1)N(C=N2)[C@H]2CN(CCC2)C)/C=C/N(C)C (R,E)-2-(3-chloro-7-(1-methylpiperidin-3-yl)-7H-imidazo[4,5-c]pyridazin-4-yl)-N,N-dimethylethen-1-amine